FC1=C(OC=2C=NC=3CCN(CC3C2)C2=C(C(=C(N=N2)C#N)C)C)C=C(C=C1)F 6-(3-(2,5-difluorophenoxy)-7,8-dihydro-1,6-naphthyridin-6(5H)-yl)-4,5-dimethylpyridazine-3-carbonitrile